1-(N-(dibenzylcarbamoyl)sulfamoyl)pyrrolidine-3-carboxylic acid C(C1=CC=CC=C1)N(C(=O)NS(=O)(=O)N1CC(CC1)C(=O)O)CC1=CC=CC=C1